5-(4-cyclopropyl-6-methoxy-pyrimidin-5-yl)-3-[[4-[1-methyl-4-(trifluoromethyl)imidazol-2-yl]phenyl]methyl]-1H-pyrazolo[4,3-d]pyrimidine C1(CC1)C1=NC=NC(=C1C=1N=CC2=C(N1)C(=NN2)CC2=CC=C(C=C2)C=2N(C=C(N2)C(F)(F)F)C)OC